N1C=C(C2=CC=CC=C12)C1=NC(=NC=C1)N 4-(1H-indole-3-yl)pyrimidine-2-amine